FC([C@H]1[C@@H](C1)C1=CN=NC=C1)(F)F 4-(trans-2-(trifluoromethyl)cyclopropyl)pyridazine